2-benzyl 3-ethyl (S)-2,8-diazaspiro[4.5]decane-2,3-dicarboxylate C1N([C@@H](CC12CCNCC2)C(=O)OCC)C(=O)OCC2=CC=CC=C2